C(#N)C1=C(C=C(C=C1)C)SC=1C=2N(C=C(C1)C=1C=NN(C1C)C1CCN(CC1)C)N=CC2C#N 4-((2-cyano-5-methylphenyl)thio)-6-(5-methyl-1-(1-methylpiperidin-4-yl)-1H-pyrazol-4-yl)pyrazolo[1,5-a]pyridine-3-carbonitrile